C(C)(C)(C)OC(C1=CC(=NC(=C1)C(NC)=O)CC1=CNC2=CC=CC=C12)=O 2-((1H-indol-3-yl)methyl)-6-(methylcarbamoyl)isonicotinic acid tert-butyl ester